ClC1=NC=C(C(=C1)C1=C(C=NC(=C1)C)C(=O)NC=1SC=2N=C(N=CC2N1)OC)OC 2'-chloro-5'-methoxy-N-(5-methoxy-[1,3]thiazolo[5,4-d]pyrimidin-2-yl)-6-methyl-[4,4'-bipyridine]-3-carboxamide